FC(C=1C=C2C(=CC=NC2=C(C1)C(F)(F)F)N([C@@H](C)C1=NC=NN1C1=CC=C(C=N1)C#N)C)(F)F 6-[5-[(1S)-1-[[6,8-bis(trifluoromethyl)-4-quinolyl]-methyl-amino]ethyl]-1,2,4-triazol-1-yl]pyridine-3-carbonitrile